(11Z)-11-hexadecen-1-ol acetate C(C)(=O)OCCCCCCCCCC\C=C/CCCC